2-naphthyl (6-bromohexyl) sulfide BrCCCCCCSC1=CC2=CC=CC=C2C=C1